C(C)(C)(C)C1=C(C=C(C(=C1)OCCOC)C(C)(C)C)OCCOC 1,4-di-tert-butyl-2,5-bis(2-methoxyethoxy)benzene